2-(5-bromopentyl)isoindole-1,3-dione BrCCCCCN1C(C2=CC=CC=C2C1=O)=O